C(C)(C)(C)NS(=O)(=O)C1=C(C=CC(=C1)C=1C=NN2C1C=CC=C2)C2=CN=C(S2)[C@@H]2CC[C@H](CC2)NC(OC(C)C)=O isopropyl (trans-4-(5-(2-(N-(tert-butyl)sulfamoyl)-4-(pyrazolo[1,5-a]pyridin-3-yl)phenyl)thiazol-2-yl)cyclohexyl)carbamate